N-heptanoyl-threonine C(CCCCCC)(=O)N[C@@H]([C@H](O)C)C(=O)O